3-cyclopropyl-2-(3-((6-((1-ethyl-1H-pyrazol-4-yl)amino)-1H-pyrazolo[3,4-d]pyrimidin-4-yl)thio)piperidine-1-carbonyl)acrylonitrile C1(CC1)C=C(C#N)C(=O)N1CC(CCC1)SC1=C2C(=NC(=N1)NC=1C=NN(C1)CC)NN=C2